FC1=C(C=CC=C1)NC(=O)C1=NC(=NC=C1)N1C=NC=C1 N-(2-fluorophenyl)-2-(1H-imidazol-1-yl)pyrimidine-4-carboxamide